FC=1C(=NC(=C(C#N)C1)N[C@H]1CNCCC1)C=1C=NN2C1N=C(C(=C2)OC)C(C)(C)O (R)-5-fluoro-6-(5-(2-hydroxypropan-2-yl)-6-methoxypyrazolo[1,5-a]pyrimidin-3-yl)-2-(piperidin-3-ylamino)nicotinonitrile